OCC1CC(CCO1)NC(CO)CCCCCC 6-(hydroxymethyl)-4-((1-hydroxyoctan-2-yl)amino)tetrahydro-2H-pyran